(monofluorophenyl) borate (difluorophenyl)borate FC=1C(=C(C=CC1)OB(O)O)F.B(OC1=CC=C(C=C1)F)(O)O